ClC1=NC(=C(C=2CN(CCC12)C(=O)C1=CC(=NC=C1)OCC(F)F)C#N)Cl 1,3-dichloro-6-[2-(2,2-difluoroethoxy)pyridine-4-carbonyl]-5,6,7,8-tetrahydro-2,6-naphthyridine-4-carbonitrile